NC(C(=O)OCC1=CC=CC=C1)C(CC(C)O[Si](C)(C)C(C)(C)C)(C)C Benzyl 2-amino-5-((tert-butyldimethylsilyl)oxy)-3,3-dimethylhexanoate